adenosine diphosphate disodium salt hydrate O.[Na+].[Na+].P([O-])(=O)(OP(=O)([O-])O)OC[C@@H]1[C@H]([C@H]([C@@H](O1)N1C=NC=2C(N)=NC=NC12)O)O